C1(CC1)N1C(=NC2=C1C=C(C(=C2)F)F)N2C=NC1=NC=CC=C12 1-(1-cyclopropyl-5,6-difluoro-1H-benzo[d]imidazol-2-yl)-1H-imidazo[4,5-b]pyridine